CCCCCCCCCCCC(=O)O n-dodecanoic acid